COCC1CCC(CC1)C(=O)O 4-(methoxymethyl)cyclohexane-1-carboxylic acid